t-butyl 7-iodopyrrolo[1,2-b]pyridazine-3-carbamate IC1=CC=C2N1N=CC(=C2)NC(=O)OC(C)(C)C